iron copper dioxide [Cu](=O)=O.[Fe]